5-diethoxyphosphoryl-5-methyl-1-pyrroline-N-oxide C(C)OP(=O)(OCC)C1(CCC=[N+]1[O-])C